naphthalenetetramide C1(=C(C(=C(C2=CC=CC=C12)C(=O)N)C(=O)N)C(=O)N)C(=O)N